1-(4-(4-(3-isopropyl-2-(1H-pyrazolo[3,4-b]pyridin-4-yl)-1H-indol-5-yl)piperidin-1-carbonyl)piperidin-1-yl)ethan-1-one C(C)(C)C1=C(NC2=CC=C(C=C12)C1CCN(CC1)C(=O)C1CCN(CC1)C(C)=O)C1=C2C(=NC=C1)NN=C2